CNCC1=NC=CC=C1 N-methyl-1-(pyridin-2-yl)methylamine